[N+](=O)([O-])C1=C(C=CC=C1)C=CC1=C(C=CC=C1)[N+](=O)[O-] 1,2-bis(2-nitrophenyl)ethaneN